ethyl prop-2-yn-1-ylglycinate C(C#C)NCC(=O)OCC